2-(3-chlorophenyl)-2,2-difluoro-1-(3-fluorophenyl)ethan-1-one ClC=1C=C(C=CC1)C(C(=O)C1=CC(=CC=C1)F)(F)F